FC(C)(F)C1=NC(=NN1C)C=1C=CC(=NC1C)N[C@@H]1CN(CC1)C([C@H](C)C1=CC(=NC=C1F)OC)=O (2R)-1-[(3S)-3-({5-[5-(1,1-Difluoroethyl)-1-methyl-1H-1,2,4-triazol-3-yl]-6-methylpyridin-2-yl}amino)pyrrolidin-1-yl]-2-(5-fluoro-2-methoxypyridin-4-yl)propan-1-one